7-trimethylsilyl-8H-pyrrolo[2,3-e][1,3]benzothiazole-6-sulfonyl chloride C[Si](C1=C(C=2C=CC3=C(N=CS3)C2N1)S(=O)(=O)Cl)(C)C